(((1r,4r)-4-aminocyclohexyl)amino)nicotinonitrile NC1CCC(CC1)NC1=C(C#N)C=CC=N1